C(C)(C)OC(C)C di-iso-propyl ether